tert-butyl (2S)-2-aminopentanoate hydrochloride Cl.N[C@H](C(=O)OC(C)(C)C)CCC